N-(4,6-dimethyl-5-(7-(methylamino)-1,6-naphthyridin-3-yl)pyridin-3-yl)-4-(trifluoromethyl)picolinamide CC1=C(C=NC(=C1C=1C=NC2=CC(=NC=C2C1)NC)C)NC(C1=NC=CC(=C1)C(F)(F)F)=O